(rac)-(2S,3S)-3-[2-fluoro-6-[3-[[3-[(1-fluorocyclopropyl)sulfonylamino]-2-piperidyl]methyl]phenyl]phenoxy]propanoic acid FC1=C(OCCC(=O)O)C(=CC=C1)C1=CC(=CC=C1)C[C@@H]1NCCC[C@@H]1NS(=O)(=O)C1(CC1)F |r|